1-ethyl-3-methyl-1H-pyrazole-4-carbohydrazide C(C)N1N=C(C(=C1)C(=O)NN)C